C(C)(C)NC(C=C=C)=O N-isopropylbutane-2,3-dieneamide